FC=1C=CC2=C(N=CS2)C1 5-fluoro-(benzothiazol)